N-[(E)-N'-[(Z)-C-[6-(4-chlorophenyl)-5-phenyl-4,5-dihydro-3H-pyridazin-2-yl]-N-[(3,3-difluoro-1-piperidyl)sulfonyl]carbonimidoyl]carbamimidoyl]acetamide ClC1=CC=C(C=C1)C=1C(CCN(N1)\C(=N/S(=O)(=O)N1CC(CCC1)(F)F)\N=C(/N)\NC(C)=O)C1=CC=CC=C1